(3aR,5S,6aS)-2-(((R)-1,4-dioxan-2-yl)methyl)-N-(4-(difluoromethyl)-6-(2,5-difluorophenyl)pyridazin-3-yl)octahydrocyclopenta[c]pyrrol-5-amine O1[C@@H](COCC1)CN1C[C@@H]2[C@H](C1)CC(C2)NC=2N=NC(=CC2C(F)F)C2=C(C=CC(=C2)F)F